ethoxyethyldi(2-propenyl)silane C(C)OCC[SiH](CC=C)CC=C